3-(1-cyclohexylpyrazol-4-yl)-6-(7,8-dimethyl-[1,2,4]triazolo[4,3-b]pyridazin-6-yl)-7,8-dihydro-5H-1,6-naphthyridine C1(CCCCC1)N1N=CC(=C1)C=1C=NC=2CCN(CC2C1)C=1C(=C(C=2N(N1)C=NN2)C)C